COC1=C(NC2=NC=C(C(=N2)NCCCN2C(CCCC2)=O)C(F)(F)F)C=CC=C1 1-[3-[[2-(2-Methoxyanilino)-5-(trifluoromethyl)pyrimidin-4-yl]amino]propyl]piperidin-2-one